C(C)(C)(C)C=1SC2=C(N1)C(CC1(CCN(CC1)C(=O)C1=CC(=C3C=CC(=NC3=C1)NC)OC)C2)=O 2-(tert-butyl)-1'-(5-methoxy-2-(methylamino)quinoline-7-carbonyl)-5H-spiro[benzo[d]thiazole-6,4'-piperidin]-4(7H)-one